Ethyl 4-amino-3-methylpyrazolo[1,5-a]quinoxaline-8-carboxylate NC=1C=2N(C3=CC(=CC=C3N1)C(=O)OCC)N=CC2C